3-[[1-(4-fluoro-3-hydroxy-phenyl)-3-(trifluoromethyl)-4,5,6,7-tetrahydroindazol-7-yl]oxy]bicyclo[1.1.1]pentane-1-carbonitrile FC1=C(C=C(C=C1)N1N=C(C=2CCCC(C12)OC12CC(C1)(C2)C#N)C(F)(F)F)O